[NH4+].P(=O)([O-])(O)O.COC1=C(C(=CC(=C1)\C=C(/CC)\[N+](=O)[O-])OC)SCCCCF (E)-(2,6-dimethoxy-4-(2-nitrobut-1-en-1-yl)phenyl)(4-fluorobutyl)sulfane phosphate mono-ammonium